OCC(C)(C)S(=O)(=O)C1(CC1)CN1C(C2=C(CC1)C(=NN2CC2=CC=C(C=C2)OC)C(=O)O)=O 6-((1-((1-hydroxy-2-methylpropan-2-yl)sulfonyl)cyclopropyl)methyl)-1-(4-methoxybenzyl)-7-oxo-4,5,6,7-tetrahydro-1H-pyrazolo[3,4-c]pyridine-3-carboxylic acid